ClC=1C=C(C(=C(C(=O)O)C1)C=1N(C(=C(C1)C(=O)NC1=CC=C(C=C1)OCOCC[Si](C)(C)C)C)C)C 5-Chloro-2-(1,5-dimethyl-4-{[(4-{[2-(trimethylsilyl)ethoxy]methoxy}phenyl)amino]carbonyl}-1H-pyrrol-2-yl)-3-methylbenzoic acid